FC1(CCOC12CCC(CC2)NC(OC(C)(C)C)=O)F Tert-butyl (4,4-difluoro-1-oxaspiro[4.5]decan-8-yl)carbamate